O1C(CC1)CN OXETAN-2-METHYLAMIN